COC1=CC2=C(N=C(S2)CNC(=O)C2(CC3=CC=CC=C3C2)CC(=O)[O-])C=C1OCCC[N+](C)(C)C 2-[2-[[6-methoxy-5-[3-(trimethylammonio)propoxy]-1,3-benzothiazol-2-yl]methylcarbamoyl]indan-2-yl]acetate